NC1=NC(=NC(=N1)N)OCC1=CC=CC=C1 2,4-diamino-6-benzyloxy-1,3,5-triazine